methyl (2S)-2-[[(2S)-4-amino-2-(octanoylamino)-4-oxo-butyl]amino]propanoate NC(C[C@@H](CN[C@H](C(=O)OC)C)NC(CCCCCCC)=O)=O